ClC=1C=CC(=C(CN(C(=O)C=2C(=NN(C2F)C)C(F)F)C2CC2)C1)C(C)C N-(5-chloro-2-isopropylbenzyl)-N-cyclopropyl-3-(difluoromethyl)-5-fluoro-1-methyl-pyrazole-4-carboxamide